C(CCCCCCC)C(O)(C(O)CO)Cl octyl-chloroglycerol